8-(3-cyano-2-methylphenyl)-9-(4-((1-(3-fluoropropyl)azetidin-3-yl)methyl)phenyl)-6,7-dihydro-5H-benzo[7]annulene-3-carboxylic acid C(#N)C=1C(=C(C=CC1)C=1CCCC2=C(C1C1=CC=C(C=C1)CC1CN(C1)CCCF)C=CC(=C2)C(=O)O)C